ClC=1C=CC(=NC1C(F)(F)F)[C@H](NC(=O)[C@@H]1CNC(O1)=O)C1CCC(CC1)(F)F (S)-N-((R)-(5-chloro-6-(trifluoromethyl)pyridin-2-yl)(4,4-difluoro-cyclohexyl)-methyl)-2-oxooxazolidine-5-carboxamide